4-(2-ethyl-1H-benzo[d]imidazol-1-yl)thiophene-2-carboxamide C(C)C1=NC2=C(N1C=1C=C(SC1)C(=O)N)C=CC=C2